tert-Butyl 8-(isopropylamino)-2-oxa-6-azaspiro[3.4]octane-6-carboxylate C(C)(C)NC1CN(CC12COC2)C(=O)OC(C)(C)C